(R,E)-N'-cyano-4-(6-ethyl-8-fluoro-4-methyl-3-(1-methyl-1H-pyrazol-3-yl)quinolin-2-yl)-3-methyl-N-(tetrahydro-2H-pyran-4-yl)piperazine-1-carboximidamide C(#N)\N=C(/NC1CCOCC1)\N1C[C@H](N(CC1)C1=NC2=C(C=C(C=C2C(=C1C1=NN(C=C1)C)C)CC)F)C